7-Fluoro-8-(5-fluoro-3-prop-1-ynyl-1H-indol-7-yl)-1-(2-methoxy-ethyl)-4,4,9-trimethyl-5H-[1,2,4]triazolo[4,3-a]quinoxaline FC=1C=C2NC(C=3N(C2=C(C1C=1C=C(C=C2C(=CNC12)C#CC)F)C)C(=NN3)CCOC)(C)C